5,6-diaminopyrazine-2,3-dinitrile NC=1N=C(C(=NC1N)C#N)C#N